C(C)C(C(=O)OCOC(N(CC=1SC(=NN1)C)C1=NC(=NC(=C1)OC[C@@H]1[C@H](C1)C1=NC=C(C=C1)C)C)=O)CC ({(2-Methyl-6-{[(1S,2S)-2-(5-methylpyridin-2-yl)cyclopropyl]methoxy}pyrimidin-4-yl)[(5-methyl-1,3,4-thiadiazol-2-yl)methyl]carbamoyl}oxy)methyl 2-ethylbutanoate